p-coumaryl caffeate C(\C=C\C1=CC(O)=C(O)C=C1)(=O)OC\C=C\C1=CC=C(C=C1)O